5-(hexyldimethylsilyl)-2-cyclohexylbenzene-1,3-diol C(CCCCC)[Si](C=1C=C(C(=C(C1)O)C1CCCCC1)O)(C)C